ClC1=CC=C(C=C1)[C@@H]1NC(CC2=CC(=C(C=C12)OC(C)C)OC)=O (1S)-1-(4-chlorophenyl)-7-isopropoxy-6-methoxy-3-oxo-1,4-dihydroisoquinoline